silicon oxide, sodium salt [Na].[Si]=O